C(C)OC(=O)C1CC2=CC(=CC(=C2C1)F)NC(=O)OC(C)(C)C 6-(tert-Butoxycarbonylamino)-4-fluoro-indan-2-carboxylic acid ethyl ester